1-(4-(5-(pyridin-2-yl)-4,5-Dihydroisoxazol-3-yl)benzyl)azetidine-3-carboxylic acid methyl ester COC(=O)C1CN(C1)CC1=CC=C(C=C1)C1=NOC(C1)C1=NC=CC=C1